C(C)(C)C=1C=C(C(C=CC1)=O)S 4-isopropyl-2-mercaptocyclohepta-2,4,6-trien-1-one